2-amino-2-(4-chloro-3-(trifluoromethoxy)phenyl)-6-hydroxy-6-methylcyclohexan-1-one NC1(C(C(CCC1)(C)O)=O)C1=CC(=C(C=C1)Cl)OC(F)(F)F